3-FLUOROBENZALDEHYDE FC=1C=C(C=O)C=CC1